1-{5-[(4-chlorophenyl)amino]-4-nitrothiophen-2-yl}ethan-1-one ClC1=CC=C(C=C1)NC1=C(C=C(S1)C(C)=O)[N+](=O)[O-]